C(#N)/C(/C(=O)NC(CO)C1=CC(=C(C=C1)OC)OC)=C\C1=CNC2=NC=C(C=C21)C=2C=NN(C2)C (E)-2-cyano-N-(1-(3,4-dimethoxyphenyl)-2-hydroxyethyl)-3-(5-(1-methyl-1H-pyrazol-4-yl)-1H-pyrrolo[2,3-b]pyridin-3-yl)acrylamide